5-amino-N-(1-(3-(thiazol-2-yl)phenyl)ethyl)benzamide SODIUM (S)-2-CYCLOPROPYLPENT-4-ENE-1-SULFINATE C1(CC1)[C@@H](CS(=O)[O-])CC=C.[Na+].NC=1C=CC=C(C(=O)NC(C)C2=CC(=CC=C2)C=2SC=CN2)C1